N-((7R)-2-cyano-2-azabicyclo[2.2.1]heptan-7-yl)-5-(3-((4-fluorophenyl)thio)pyridin-4-yl)thiazole-2-carboxamide C(#N)N1C2CCC(C1)[C@H]2NC(=O)C=2SC(=CN2)C2=C(C=NC=C2)SC2=CC=C(C=C2)F